ICC(CCCC(CCCC)I)=O 1,6-diiododecanone